1-(tert-butyl)-N-(2-methyl-4-(5-(2-(N-methylacrylamido)acetamido)pyrimidin-4-yl)benzyl)-1H-1,2,3-triazole-4-carboxamide C(C)(C)(C)N1N=NC(=C1)C(=O)NCC1=C(C=C(C=C1)C1=NC=NC=C1NC(CN(C(C=C)=O)C)=O)C